15E,19Z-docosapentaenoic acid C(C=CC=CC=CC=CC=CCCCCCCCCCCC)(=O)O